COC1=CC=C(C=C1)C1OCOC1 4-(4-methoxyphenyl)-1,3-dioxolane